FC1=CC=C(C(=C1[C@@H]([C@@H](C=1OC(NN1)=O)NS(=O)(=O)N1CCC(CC1)OC1=CC=CC=C1)C)C)C N-((1S,2S)-2-(6-fluoro-2,3-dimethylphenyl)-1-(5-oxo-4,5-dihydro-1,3,4-oxadiazol-2-yl)propyl)-4-phenoxypiperidine-1-sulfonamide